3-oxo-N-(phenylsulfonyl)butanamide O=C(CC(=O)NS(=O)(=O)C1=CC=CC=C1)C